1-[4-(trifluoromethyl)phenyl]piperazine FC(C1=CC=C(C=C1)N1CCNCC1)(F)F